C(C1=CC=CC=C1)N1CC2=C(N=CN=C2Cl)C[C@H]1C (R)-6-Benzyl-4-chloro-7-methyl-5,6,7,8-tetrahydropyrido[4,3-d]pyrimidine